O=C1NC(CCC1N1C(C2=CC=C(C=C2C1=O)CN1CCC(CC1)N1C=NC2=C1C=CC(=C2)F)=O)=O 2-(2,6-dioxopiperidin-3-yl)-5-((4-(5-fluoro-1H-benzo[d]imidazol-1-yl)piperidin-1-yl)methyl)isoindoline-1,3-dione